tert-butyl 4-[2-amino-4-(2,6-dioxo-3-piperidyl)phenyl]piperidine-1-carboxylate NC1=C(C=CC(=C1)C1C(NC(CC1)=O)=O)C1CCN(CC1)C(=O)OC(C)(C)C